(R)-(1-(3-((3-methoxybenzyl)amino)-3-oxopropionylamino)-2-phenylethyl)boric acid COC=1C=C(CNC(CC(=O)N[C@@H](CC2=CC=CC=C2)OB(O)O)=O)C=CC1